(Dimethylamino)-6-[(5-methylfurfuryl)amino]-9-(tetrahydro-2H-pyran-2-yl)-9H-purine CN(C)C1=NC(=C2N=CN(C2=N1)C1OCCCC1)NCC1=CC=C(O1)C